COC=1C=C(C=CC1)CC(C)N([C@@](C)(C(=O)O)[C@@]1([C@@](O[C@@H]([C@H]1O)CO)(N1C=NC=2C(N)=NC=NC12)C1[C@H](O)[C@H](O)[C@H](O1)CO)O)S(=O)(=O)C1=CC=C(C)C=C1 N-(1-(3-methoxyphenyl)propan-2-yl)-N-p-toluenesulfonyl-alanineO-ribosyl-adenosine